NC1=NC(=C(C(=C1C#N)C1=CC=C(C=C1)CCCO)C#N)SCC=1C=NC=CC1 2-amino-4-(4-(3-hydroxypropyl)phenyl)-6-((pyridin-3-ylmethyl)-thio)pyridine-3,5-dicarbonitrile